1,N3-bis(trimethylsilyl)propane-1,3-diamine C[Si](C(CCN[Si](C)(C)C)N)(C)C